5-{4-[6-(2-phenylacetamido)pyridazin-3-yl]butyl}-N-(2-phenylethyl)-1,3,4-thiadiazole-2-carboxamide C1(=CC=CC=C1)CC(=O)NC1=CC=C(N=N1)CCCCC1=NN=C(S1)C(=O)NCCC1=CC=CC=C1